3-((2-chloro-6-methoxyphenyl)amino)-4-(((5-(5-(trifluoromethyl)-1,2,4-oxadiazol-3-yl)pyridin-2-yl)methyl)amino)cyclobut-3-ene-1,2-dione ClC1=C(C(=CC=C1)OC)NC=1C(C(C1NCC1=NC=C(C=C1)C1=NOC(=N1)C(F)(F)F)=O)=O